5-butyl-N-[2-(6-chloro-2-pyridyl)-2-(1-methylpyrazol-4-yl)propyl]-1,3,4-thiadiazole-2-carboxamide C(CCC)C1=NN=C(S1)C(=O)NCC(C)(C=1C=NN(C1)C)C1=NC(=CC=C1)Cl